tert-butyl 4-[[2-(2,6-dioxo-3-piperidyl)-1,3-dioxo-isoindolin-5-yl]methyl]piperazine-1-carboxylate O=C1NC(CCC1N1C(C2=CC=C(C=C2C1=O)CN1CCN(CC1)C(=O)OC(C)(C)C)=O)=O